NC[C@@H](C(=O)OCCCCCCCC)C n-octyl (S)-β-aminoisobutyrate